1-(1-(6-(6-(Difluoromethyl)imidazo[1,2-b]pyridazin-3-yl)pyrimidin-4-yl)piperidin-3-yl)ethan-1-amine FC(C=1C=CC=2N(N1)C(=CN2)C2=CC(=NC=N2)N2CC(CCC2)C(C)N)F